CC1=CC=C(CNC(=O)C=2C=C(C=C(C2)C2=CC=CC=C2)/C=C/C(=O)OC)C=C1 Methyl (E)-3-(5-((4-methylbenzyl)carbamoyl)-[1,1'-biphenyl]-3-yl)acrylate